tert-butyl (1-amino-1-oxo-3-(4,5,6,7-tetrahydrobenzo[d]thiazol-4-yl)propan-2-yl)carbamate NC(C(CC1CCCC2=C1N=CS2)NC(OC(C)(C)C)=O)=O